amyl undecyl carbonate C(OCCCCC)(OCCCCCCCCCCC)=O